C1(CCC1)CC(C(=O)OCCCCCCO)CCCCCCCC 6-hydroxyhexyl 2-(cyclobutylmethyl)decanoate